N-(2-(4,4-difluoropiperidin-1-yl)-6-methylpyrimidin-4-yl)-2,6-difluoro-4-nitrobenzamide FC1(CCN(CC1)C1=NC(=CC(=N1)NC(C1=C(C=C(C=C1F)[N+](=O)[O-])F)=O)C)F